IC1=CC=C(N=N1)N[C@H]1C(N(CCC1)C)=O (R)-3-((6-Iodopyridazin-3-yl)amino)-1-methylpiperidin-2-one